C(C=C)[C@]1([C@H](N(C=C1OS(=O)(=O)C(F)(F)F)C(=O)OCC1=CC=CC=C1)C(=O)OC)C (2S,3S,4S)-1-benzyl 2-methyl 3-allyl-3-methyl-4-(((trifluoromethyl)sulfonyl)oxy)-2,3-dihydro-1H-pyrrole-1,2-dicarboxylate